C1(CC1)C1=CC(=C(NC=2N(C(C(=CC2C(=O)N)CC2=C(C(=NC=C2)NS(NC2CC2)(=O)=O)F)=O)C)C=C1)F 2-(4-Cyclopropyl-2-fluoroanilino)-5-[[2-(cyclopropylsulfamoylamino)-3-fluoropyridine-4-yl]methyl]-1-methyl-6-oxopyridine-3-Carboxamide